n-methyl-3-(trifluoromethyl)-7,8-dihydro-5H-pyrano[4,3-b]pyridin-8-amine CNC1COCC=2C1=NC=C(C2)C(F)(F)F